3,19-dioxo-20-(2-(tosyloxy) ethyl)-2,7,10,13,16-pentaoxa-4,20-diaza-docosa-22-yl 4-methylbenzenesulfonate CC1=CC=C(C=C1)S(=O)(=O)OCCN(C(CCOCCOCCOCCOCCNC(OC)=O)=O)CCOS(=O)(=O)C1=CC=C(C)C=C1